OCCN1CCNCC1 (2-hydroxyethyl)-piperazine